C(C)(=O)NO ethanehydroxamic acid